CNCCCN1C(=NC2=C1C(=CC=C2)B2OC(C(O2)(C)C)(C)C)C N-methyl-3-[2-methyl-7-(4,4,5,5-tetramethyl-1,3,2-dioxaborolan-2-yl)benzimidazol-1-yl]propan-1-amine